N2,N4-bis((3,3-difluorocyclobutyl)methyl)-6-(6-(trifluoromethyl)pyridin-2-yl)-1,3,5-triazine-2,4-diamine FC1(CC(C1)CNC1=NC(=NC(=N1)NCC1CC(C1)(F)F)C1=NC(=CC=C1)C(F)(F)F)F